N(=[N+]=[N-])CCOCCOCCOCCOCCO 2-[2-[2-[2-(2-Azidoethoxy)ethoxy]ethoxy]ethoxy]ethanol